FC1=C2NC(C=3N(C2=C(C(=C1)C1=C2C=NNC2=C(C=C1)F)C)C(=NN3)C)(C)C 6-fluoro-8-(7-fluoro-1H-indazol-4-yl)-1,4,4,9-tetramethyl-5H-[1,2,4]triazolo[4,3-a]quinoxaline